2,3,4,5,6-pentafluorobenzeneundecaneamine FC1=C(C(=C(C(=C1F)F)F)F)CCCCCCCCCCCN